3-(4-Chlorophenyl)-N-[3-(pyridin-4-yl)-4-(trifluoromethyl)-1H-pyrazol-5-yl]propanamide ClC1=CC=C(C=C1)CCC(=O)NC1=C(C(=NN1)C1=CC=NC=C1)C(F)(F)F